COC(C(OC)OC1=C(C=CC=C1)OC1=NC(=C(C=C1Cl)F)N1C(N(C(=CC1=O)C(F)(F)F)C)=O)=O 2-[2-[[3-chloro-5-fluoro-6-[3-methyl-2,6-dioxo-4-trifluoromethyl-pyrimidin-1-yl]-2-pyridinyl]oxy]phenoxy]-2-methoxyacetic acid methyl ester